C(C1=CC=CC=C1)ONCC(=O)O (benzyloxy)glycine